((S)-1-(4-fluorophenyl)but-3-en-1-yl)-2-methylpropane-2-sulfinamide FC1=CC=C(C=C1)[C@@H](CC=C)CC(C)(S(=O)N)C